C(C)(C)S(=O)(=O)N isopropylsulfonamide